ClC=1C(N(C(=CC1[C@@H]1[C@H](C1)C(=O)OC)C)C1=C(C(=NC=C1C)C1=C(C(=NC=C1)N1N=C(N=C1C)C)F)F)=O Methyl (1S,2S)-2-(3-chloro-2''-(3,5-dimethyl-1H-1,2,4-triazol-1-yl)-3',3''-difluoro-5',6-dimethyl-2-oxo-2H-[1,4':2',4''-terpyridin]-4-yl)cyclopropane-1-carboxylate